FC1=C(C=C(C(=C1)C1=NC(=CC=C1)OCC1=C(C=C(C=C1)C=1C=NN(C1)C(F)(F)F)F)F)CC=1N(C2=C(N1)C=CC(=C2)C(=O)OC(C)(C)C)CCOC tert-butyl 2-[[2,5-difluoro-4-[6-[[2-fluoro-4-[1-(trifluoromethyl)pyrazol-4-yl]phenyl]methoxy]-2-pyridyl]phenyl]methyl]-3-(2-methoxyethyl)benzimidazole-5-carboxylate